tert-butyl (2S,6R)-2,6-dimethyl-4-(5-((4-(((S)-tetrahydrofuran-3-yl)oxy)-5-(trifluoromethyl)pyrimidin-2-yl)amino)piperidin-1-ylsulfonyl)pyridin-2-ylpiperazine-1-carboxylate CC1(NC(=CC(=C1)S(=O)(=O)N1CCCC(C1)NC1=NC=C(C(=N1)O[C@@H]1COCC1)C(F)(F)F)C)[C@H]1N(CCNC1)C(=O)OC(C)(C)C